1-[3-(oxetan-3-ylmethoxy)-4-phenoxyphenyl]-3-phenyl-1,3,5-triazine-2,4,6-trione O1CC(C1)COC=1C=C(C=CC1OC1=CC=CC=C1)N1C(N(C(NC1=O)=O)C1=CC=CC=C1)=O